6-(2-ethynylquinolin-6-yl)-5-(3-fluoro-4-((4-methylpyrimidin-2-yl)oxy)phenyl)-7-methyl-7H-pyrrolo[2,3-d]pyrimidin-4-amine C(#C)C1=NC2=CC=C(C=C2C=C1)C1=C(C2=C(N=CN=C2N)N1C)C1=CC(=C(C=C1)OC1=NC=CC(=N1)C)F